[C@H](C)(CC)[C@@H]1N(CC2=C(NC1=O)C=CC=C2)C(=O)NCCN2C[C@@H](CC2)O (S)-3-((S)-sec-butyl)-N-(2-((R)-3-hydroxypyrrolidin-1-yl)ethyl)-2-oxo-1,2,3,5-tetrahydro-4H-benzo[e][1,4]diazepine-4-carboxamide